6-(6-((tert-butyldimethylsilyl)ethynyl)-4-methylpyridin-3-yl)-4,7-dimethyl-7H-pyrrolo[2,3-d]pyrimidine [Si](C)(C)(C(C)(C)C)C#CC1=CC(=C(C=N1)C1=CC2=C(N=CN=C2C)N1C)C